3-fluoro-N-((6-methoxy-1-methyl-1H-benzimidazol-7-yl)methyl)-4-(trifluoro-methoxy)benzamide FC=1C=C(C(=O)NCC2=C(C=CC3=C2N(C=N3)C)OC)C=CC1OC(F)(F)F